C(COCCOCCOCCOCCOCCOCCOCC)O 3,6,9,12,15,18,21-heptaoxatricosan-1-ol